2-methyl-1,4,7,14,30,46,62,67-octaoxo-17,20,23,26,33,36,39,42,49,52,55,58-dodecaoxa-3,6,13,29,45,61,66,68-octaazahenheptacontane-65,69,71-tricarboxylate CC(C=O)NC(CNC(CCCCCNC(CCOCCOCCOCCOCCNC(CCOCCOCCOCCOCCNC(CCOCCOCCOCCOCCNC(CCC(NC(NC(CCC(=O)[O-])C(=O)[O-])=O)C(=O)[O-])=O)=O)=O)=O)=O)=O